ClC1=CC(=C2C(=N1)N(C=N2)CC2=C(C=C(C=C2)OC)OC)N2CCOCC2 4-(5-chloro-3-(2,4-dimethoxybenzyl)-3H-imidazo[4,5-b]pyridin-7-yl)morpholine